N-chlorocarbonyl-oxazolidine-2,4-dione ClC(=O)N1C(OCC1=O)=O